C(C(C)(C)C)(=O)OCOC1=C(C(=CC(=C1)CCCCC)O)[C@H]1[C@@H](CCC(=C1)C)C(=C)C (((1'R,2'R)-6-hydroxy-5'-methyl-4-pentyl-2'-(prop-1-en-2-yl)-1',2',3',4'-tetrahydro-[1,1'-biphenyl]-2-yl)oxy)methyl pivalate